4-(5-(3-((2-(3-carboxybutyryl)-6-methoxybenzo[b]selenophen-5-yl)oxy)propoxy)-6-methoxybenzo[b]thiophen-2-yl)-2-methyl-4-oxobutanoic acid C(=O)(O)C(CC(=O)C1=CC2=C([Se]1)C=C(C(=C2)OCCCOC2=CC1=C(SC(=C1)C(CC(C(=O)O)C)=O)C=C2OC)OC)C